BrC=1C=CC(=C(CN2N=CN=C2)C1)[N+](=O)[O-] 1-(5-bromo-2-nitrobenzyl)-1H-1,2,4-triazole